CC1=CC=C(C=C1)S(=O)(=O)C1=C(C=CC(=C1)S(=O)(=O)C1=CC=C(C)C=C1)O 2,4-di(p-toluenesulfonyl)phenol